O1C(=CC=C1)C(=O)NC=1[Se]C(=CN1)C(=O)NC1=C(C=C(C=C1)C)C 2-(furan-2-carboxamido)-N-(2,4-dimethylphenyl)-1,3-selenazole-5-carboxamide